C1=C(C=CC=2SC3=CC(=CC=C3SC12)COC1=C(C2=CC=CC=C2C=C1)C1=C(C=CC2=CC=CC=C12)OCCO)COC1=C(C2=CC=CC=C2C=C1)C1=C(C=CC2=CC=CC=C12)OCCO 2,2'-[Thianthrene-2,7-diylbis(methyleneoxy[1,1'-binaphthyl]-2',2-diyloxy)]bis(ethan-1-ol)